rac-(1S,2S,4R,5R,6S,7S)-N-(3,4-dichlorophenyl)-7-(2,3-difluoropyridin-4-yl)-8-oxatricyclo[3.2.1.02,4]octane-6-carboxamide ClC=1C=C(C=CC1Cl)NC(=O)[C@@H]1[C@H]2[C@@H]3C[C@@H]3[C@@H]([C@@H]1C1=C(C(=NC=C1)F)F)O2 |r|